2,3-dimethyl-2-cyclopenten-1-ol CC=1C(CCC1C)O